4-methyl-4-(4-methyl-1,2,4-triazol-3-yl)piperidine CC1(CCNCC1)C1=NN=CN1C